C(C)(C)(C)C1=CC2=C(OP(OC3=C2C=C(C=C3C(C)(C)C)C(C)(C)C)OCCN(CCOP3OC2=C(C4=C(O3)C(=CC(=C4)C(C)(C)C)C(C)(C)C)C=C(C=C2C(C)(C)C)C(C)(C)C)CCOP2OC4=C(C3=C(O2)C(=CC(=C3)C(C)(C)C)C(C)(C)C)C=C(C=C4C(C)(C)C)C(C)(C)C)C(=C1)C(C)(C)C 2-[{2,4,8,10-tetra-t-butyldibenz[d,f][1,3,2]-dioxaphosphepin-6-yl}oxy]-N,N-bis[2-[{2,4,8,10-tetra-t-butyl-dibenz[d,f][1,3,2]-dioxaphosphepin-6-yl}oxy]ethyl]-ethanamine